F[C@H]1CN(CC[C@H]1C1=CC=C2CN(C(C2=C1)=O)C1C(NC(CC1)=O)=O)C1CC(C1)OC1CCNCC1 3-(6-((3R,4S)-3-fluoro-1-((1r,3R)-3-(piperidin-4-yloxy)cyclobutyl)piperidin-4-yl)-1-oxoisoindolin-2-yl)piperidine-2,6-dione